FC(S(=O)(=O)NC1=C(C=C(C=C1)C1=NNC(=C1C(=O)N)NC=1C=NC(=CC1)C(F)(F)F)OCC1=CC=C(C=C1)F)F 3-(4-((difluoromethyl)sulfonamido)-3-((4-fluorobenzyl)oxy)phenyl)-5-((6-(trifluoromethyl)pyridin-3-yl)amino)-1H-pyrazole-4-carboxamide